NC([C@H](CCC(=O)OC(C)(C)C)N1C(C2=CC=C(C=C2C1)O[C@@H]1CN(CC1)C(=O)OCC1=CC=CC=C1)=O)=O Benzyl (S)-3-((2-((S)-1-amino-5-(tert-butoxy)-1,5-dioxopentan-2-yl)-1-oxoisoindolin-5-yl)oxy)pyrrolidine-1-carboxylate